FC(CN(C(C1=C(C=CC(=C1)F)C1=C2C=NN(C2=CC(=C1)[C@@H]1CN(CC1)C[C@H]1OC[C@@H](CC1)NS(=O)(=O)CC)C)=O)C(C)C)F N-(2,2-difluoroethyl)-2-{6-[(3R)-1-{[(2S,5R)-5-ethylsulfonylaminooxan-2-yl]methyl}pyrrolidin-3-yl]-1-methyl-1H-indazol-4-yl}-5-fluoro-N-(isopropyl)benzamide